C1(CCCCC1)CC#N cyclohexaneacetonitrile